NC1=CC=C(C=C)C=C1 4-aminostyrene